COC1=CC=CC=2C=3N(C(=NC12)N[C@H]1CNCCCC1)N=C(N3)C3=CC=C(C=C3)OC (3R)-3-{[7-methoxy-2-(4-methoxyphenyl)[1,2,4]triazolo[1,5-c]quinazolin-5-yl]amino}azepan